ClC1=CC=C(C=C1)C(C(=O)O)(C)O 2-(4-chlorophenyl)-2-hydroxypropanoic acid